o-chlorotoluidine ClC1(C(N)C=CC=C1)C